(E)-(3-ethyl-4-(fluoromethylene)-1-(methyl-d3)piperidin-3-yl)methanol C(C)C/1(CN(CC\C1=C/F)C([2H])([2H])[2H])CO